(S) or (R)-3-fluoro-N'-((1,2,3,5,6,7-hexahydro-s-indacen-4-yl)carbamoyl)-5-((methylamino)methyl)thiophene-2-sulfonimidamide FC1=C(SC(=C1)CNC)[S@](=O)(N)=NC(NC1=C2CCCC2=CC=2CCCC12)=O |o1:9|